C([C@@H](O)C)(=O)OCCCC butyl L-lactate